BrC=1C=CC=C2C=C(N(C12)CC)C1=NC2=C(N1C)C=CC(=C2)C(=O)N2C[C@@H](CCC2)N (3R)-1-{[2-(7-Bromo-1-ethyl-1H-indol-2-yl)-1-methyl-1H-benzimidazol-5-yl]carbonyl}-3-piperidinamine